C(C1=CC=CC=C1)N(C1=NC(=NN2C=NC=C12)Cl)CC1=CC=C(C=C1)OC (benzyl)[(p-methoxyphenyl)methyl](5-chloro-2,3a,4,6-tetraaza-7-indenyl)amine